N1=CN=C(C=C1)C1C=NC=2N1C1(C(N2)=O)CC1 3'-pyrimidin-4-yl-spiro[cyclopropane-1,5'-imidazo[1,2-a]imidazole]-6'-one